2-[2-fluoro-3-(2,4,5,7-tetrahydropyrano[3,4-c]pyrazol-7-yl)phenyl]acetonitrile FC1=C(C=CC=C1C1OCCC=2C1=NNC2)CC#N